Diacetoxy-iodobenzene C(C)(=O)OC=1C(=C(C=CC1)I)OC(C)=O